N-(3-(3'-chloro-6-methoxy-5-((((5-oxopyrrolidin-2-yl)methyl)amino)methyl)-[2,4'-bipyridin]-2'-yl)-2-methylphenyl)-5-((3-(hydroxymethyl)azetidin-1-yl)methyl)picolinamide ClC=1C(=NC=CC1C1=NC(=C(C=C1)CNCC1NC(CC1)=O)OC)C=1C(=C(C=CC1)NC(C1=NC=C(C=C1)CN1CC(C1)CO)=O)C